tosylate (2-((1S,4aS,8aS)-5,5,8a-trimethyl-2-methylenedecahydronaphthalen-1-yl)ethyl 4-methylbenzenesulfonate) CC1([C@@H]2CCC([C@@H]([C@]2(CCC1)C)CCC1=C(C=CC(=C1)C)S(=O)(=O)O)=C)C.S(=O)(=O)(O)C1=CC=C(C)C=C1